C(CCCCCCCCCCCCCCC)C=1C(=C(C=CC1)O)N hexadecyl-aminophenol